3-((5-(5-(difluoromethyl)-1,3,4-oxadiazole-2-yl)pyridine-2-yl)methyl)-1-(1-(methylsulfonyl)piperidine-4-yl)-1,3-dihydro-2H-imidazo[4,5-b]pyridine-2-one FC(C1=NN=C(O1)C=1C=CC(=NC1)CN1C(N(C=2C1=NC=CC2)C2CCN(CC2)S(=O)(=O)C)=O)F